C1(CC1)C(O)([2H])[2H] cyclopropylmethanol-d2